4-Fluoro-N-{(S)-1-carbonyl-1-{{(S)-1-carbonyl-3-[(S)-2-carbonylpyrrolidin-3-yl]propan-2-yl}amino}-3-phenylpropan-2-yl}-1H-indole-2-carboxamide FC1=C2C=C(NC2=CC=C1)C(=O)N[C@H](C(N[C@H](C=C=O)C[C@H]1C(NCC1)=C=O)=C=O)CC1=CC=CC=C1